[Al].[Ni].[Fe] Iron-Nickel-Aluminum